CC=1OC=C(N1)C1=CC(=C2C=CC=NC2=C1)C1(CC1)NC(C1=CC=CC=C1)=O N-(1-(7-(2-methyloxazol-4-yl)quinolin-5-yl)cyclopropyl)benzamide